tert-butyl (R)-(2,2-dicyclopropyl-1-(5-(2-methoxyacetyl)benzo[d]oxazol-2-yl)ethyl)carbamate C1(CC1)C([C@H](C=1OC2=C(N1)C=C(C=C2)C(COC)=O)NC(OC(C)(C)C)=O)C2CC2